P(O)(=O)(OP(=O)(O)OP(=O)(O)O)OC[C@@]1([C@H]([C@H]([C@@H](O1)N1C=NC=2C(N)=NC=NC12)O)O)C#C 4'-ethynyl-adenosine triphosphate